N1=C(C=CC=C1)C1(N=NNN1)C(=O)O.FC=1C(=C(C=CC1)NC(C=C)=O)C N-(3-fluoro-2-methylphenyl)prop-2-enamide (5-(pyridin-2-yl)-1H-tetrazolate)